2-((1r,5S,6r)-1,5-dimethyl-3-(2-((S)-2-methylazetidin-1-yl)-6-(trifluoromethyl)pyrimidin-4-yl)-3-azabicyclo[3.1.0]hex-6-yl)acetaldehyde C[C@@]12CN(C[C@]2(C1CC=O)C)C1=NC(=NC(=C1)C(F)(F)F)N1[C@H](CC1)C